ClC=1C=CC2=C(OCC(=N2)C2=CC=C(C=C2)C2=C(C=CC=C2)OC)C1 7-chloro-3-(2'-methoxy-[1,1'-biphenyl]-4-yl)-2H-benzo[b][1,4]oxazine